3,4-di(dodecyloxy)benzoic acid C(CCCCCCCCCCC)OC=1C=C(C(=O)O)C=CC1OCCCCCCCCCCCC